2-(2-[2-Chloro-3-[2-(3-ethyl-1,1-dimethyl-1,3-dihydro-benzo[e]indol-2-ylidene)-ethylidene]-cyclohex-1-enyl]-vinyl)-3-ethyl-1,1-dimethyl-1H-benzo[e]indolium ClC1=C(CCCC1=CC=C1N(C=2C=CC3=C(C2C1(C)C)C=CC=C3)CC)C=CC3=[N+](C=1C=CC2=C(C1C3(C)C)C=CC=C2)CC